C1(CCCC1)C1=C(C(=O)O)C=CC(=C1)C1=CC=NC=2N1N=C(C2)C2=CC(=CC=C2)OCC2CC2 2-Cyclopentyl-4-(2-(3-(cyclopropylmethoxy)phenyl)pyrazolo[1,5-a]pyrimidin-7-yl)benzoic Acid